FC=1C=C(C#N)C=CC1N1CC(N(C2(CC(C2)C(C)(C)O)C1=O)CC1=CC=C(C=C1)C(F)(F)F)=O 3-fluoro-4-(2-(2-hydroxypropan-2-yl)-6,9-dioxo-5-(4-(trifluoromethyl)benzyl)-5,8-diazaspiro[3.5]nonan-8-yl)benzonitrile